C1(CCC1)C(C(NC1=CC=C2C(=C1)NC(C21CCOCC1)=O)=O)NC(=O)C=1N(N=CC1)C N-{1-Cyclobutyl-2-oxo-2-[(2-oxospiro[1H-indole-3,4'-oxane]-6-yl)amino]ethyl}-2-methylpyrazole-3-carboxamide